FC=1C=C(C=C(C1)F)C(C)=O 1-(3,5-difluorophenyl)ethanone